C(C1=CC=CC=C1)N1C(C2(CC1)CCN(CC2)C(=O)C=2C=CC1=C(N(C=N1)C)C2)=O 2-benzyl-8-(1-methyl-1H-benzo[d]imidazole-6-carbonyl)-2,8-diazaspiro[4.5]decan-1-one